C(CC(O)(C(=O)[O-])CC(=O)[O-])(=O)OC(C)C monoisopropyl citrate